C1(CC1)C=1N=CN(C1)C1=CC(=NC=C1)C(=O)NC1=CC=CC=2C=3N(C(COC21)CO)C=NN3 4-(4-cyclopropyl-1H-imidazol-1-yl)-N-(5-(hydroxymethyl)-5,6-dihydrobenzo[f][1,2,4]triazolo[4,3-d][1,4]oxazepin-8-yl)picolinamide